O=C1C2=C(N=CN1)SC=C2C(=O)O 4-Oxo-3,4-dihydrothieno[2,3-d]pyrimidine-5-carboxylic acid